C(C)C(CNCCCCCCCN)CC N-(2-ethylbutyl)heptane-1,7-diamine